NC1=C(C=NC=N1)C=1C=NN(C1)CC1=CC(=CC=C1)F 6-amino-5-(1-(3-fluorobenzyl)-1H-pyrazol-4-yl)pyrimidin